(6aR,9R)-N-(pentan-3-yl)-7-methyl-4,6,6a,7,8,9-hexahydroindolo[4,3-fg]quinoline-9-carboxamide CCC(CC)NC(=O)[C@H]1CN([C@@H]2CC=3C4=C(C2=C1)C=CC=C4NC3)C